2-(2-Fluoropropan-2-yl)pyrimidin-4-amine FC(C)(C)C1=NC=CC(=N1)N